C(#N)C1=CC2=C(S1)C=CC=C2CCC(=O)O 3-(2-cyanobenzo[b]thiophen-4-yl)propionic acid